N1C=CC2=CC(=CC=C12)S(=O)(=O)N1N=C(C=C1)C(=O)NC1=CC=C(C=C1)F 1-((1H-indol-5-yl)sulfonyl)-N-(4-fluorophenyl)-1H-pyrazole-3-carboxamide